2-[3-Cyclopropyl-5-(trifluoromethyl)pyrazol-1-yl]-1-[(2S,3S)-2-(3-methoxy-2-methyl-phenyl)-3-morpholino-pyrrolidin-1-yl]ethanone C1(CC1)C1=NN(C(=C1)C(F)(F)F)CC(=O)N1[C@H]([C@H](CC1)N1CCOCC1)C1=C(C(=CC=C1)OC)C